C(CCC)(=O)C1=CC(=C(C=N1)C=1C=2N(C3=C(C1)N=C(S3)NC(=O)[C@@H]3[C@@H](C3)F)N=CN2)C (1R,2R)-N-(5-(6-butyryl-4-methylpyridin-3-yl)thiazolo[4,5-e][1,2,4]triazolo[1,5-a]pyridin-2-yl)-2-fluorocyclopropane-1-carboxamide